(4-(3-cyano-6-(1-ethyl-1H-pyrazol-4-yl)pyrazolo[1,5-a]pyridin-4-yl)-3,6-dihydro-2H-[1,3'-bipyridin]-6'-yl)acrylamide C(#N)C=1C=NN2C1C(=CC(=C2)C=2C=NN(C2)CC)C=2CCN(CC2)C=2C=NC(=CC2)C(C(=O)N)=C